C(\C=C\C(=O)O)(=O)O Trans-butenedioic acid